BrC1=C(C(=C(C=C1)F)F)I 1-bromo-3,4-difluoro-2-iodobenzene